2-(4-cyclohexylphenyl)-3-oxo-3-(4-(thiazol-2-yl)piperidin-1-yl)propanehydrazide C1(CCCCC1)C1=CC=C(C=C1)C(C(=O)NN)C(N1CCC(CC1)C=1SC=CN1)=O